ClC=1C(=C(CNC=2C3=C(N=CN2)C=CC(=N3)O[C@@H]3CNCC3)C=CC1)F (S)-N-(3-Chloro-2-fluorobenzyl)-6-(pyrrolidin-3-yloxy)pyrido[3,2-d]pyrimidin-4-amine